4-(6-methoxybenzo[d]thiazol-2-yl)aniline COC1=CC2=C(N=C(S2)C2=CC=C(N)C=C2)C=C1